6-but-3-enyl-4-[7-(morpholine-4-carbonyl)-3H-benzimidazol-5-yl]-1H-pyrrolo[2,3-c]pyridin-7-one C(CC=C)N1C(C2=C(C(=C1)C1=CC3=C(N=CN3)C(=C1)C(=O)N1CCOCC1)C=CN2)=O